N[C@H]1CN(C[C@@H](C1)F)C(=O)C1=CC2=C(N(C(=N2)C2=CC=3C(=NC(=CC3)C3=CC(=C(C=C3C)O)Cl)N2CC2CC2)C)C(=C1)OC 4-(2-{5-[(3R,5R)-3-amino-5-fluoropiperidine-1-carbonyl]-7-methoxy-1-methyl-1H-1,3-benzodiazol-2-yl}-1-(cyclopropylmethyl)-1H-pyrrolo[2,3-b]pyridin-6-yl)-2-chloro-5-methylphenol